ClC=1C=C(COC2(COC2)C2=CC(=C(C=C2C)N=CN(C)CC)F)C=CC1F N'-(4-(3-((3-chloro-4-fluorobenzyl)oxy)oxetan-3-yl)-2-fluoro-5-methylphenyl)-N-ethyl-N-methylformimidamide